5,5-Di-tert-butyl-3-(4-fluorophenyl)6-methylpiperidin-2-one C(C)(C)(C)C1(CC(C(NC1C)=O)C1=CC=C(C=C1)F)C(C)(C)C